3-chloro-2-(2,6-difluorobenzyl)-6-(tetrahydro-2H-pyran-4-yl)-2,4,5,6-tetrahydro-7H-pyrazolo[3,4-c]pyridin-7-one ClC=1N(N=C2C(N(CCC21)C2CCOCC2)=O)CC2=C(C=CC=C2F)F